C(C)(C)C=1C=C(OCCCCC2=CC=C(C=C2)NC(=O)N2CCN(CC2)C(=O)OC(C)(C)C)C=CC1 tert-butyl 4-((4-(4-(3-isopropylphenoxy)butyl)phenyl)carbamoyl)piperazine-1-carboxylate